C(C)(C)(C)OC[C@@H](C=1N=C2N(N=CC(=C2)C=O)C1)NC(OC(C)(C)C)=O tert-butyl (R)-(2-(tert-butoxy)-1-(7-formylimidazo[1,2-b]pyridazin-2-yl)ethyl)carbamate